2-[(3-Fluorooxetan-3-yl)methyl]-8-methyl-N-[(2S)-tetrahydrofuran-2-ylmethyl]-4,5-dihydro-2H-furo[2,3-g]indazol-7-carboxamid FC1(COC1)CN1N=C2C3=C(CCC2=C1)OC(=C3C)C(=O)NC[C@H]3OCCC3